6-(3-(trifluoromethyl)tetrahydrofuran-3-yl)pyrido[4,3-d]pyrimidin-7(6H)-one FC(C1(COCC1)N1C=C2C(N=CN=C2)=CC1=O)(F)F